Br[SiH2]COC1=CC=CC=C1 bromophenoxymethylsilane